OC1=C(C(=CC(=C1S(=O)(=O)NC(COCCOC)=O)CCCCC)O)C1CCCC(=C1)C N-((2,6-dihydroxy-5'-methyl-4-pentyl-1',2',3',4'-tetrahydro-[1,1'-biphenyl]-3-yl)sulfonyl)-2-(2-methoxyethoxy)acetamide